ClC1=C(C(=CC=C1Cl)O)[C@@H]1C[C@H]2N(C([C@H](NC2=O)CO)=O)CC1 (3R,8S,9aR)-8-(2,3-dichloro-6-hydroxyphenyl)-3-(hydroxymethyl)hexahydro-4H-pyrido[1,2-a]pyrazine-1,4(6H)-dione